ClC=1C=C2C(C(C=NC2=CC1N1CCNCC1)CC(C[C@@H]1NCCC[C@H]1O)=O)=O trans-6-chloro-7-piperazinyl-3-[3-(3-hydroxy-2-piperidinyl)-2-oxopropyl]-4(3H)-quinolinone